N,N-dimethyl-7-nitro-1H-indol-6-amine CN(C1=CC=C2C=CNC2=C1[N+](=O)[O-])C